CC=1C(=NC(=NC1)N[C@@H]1COCC1)N1C=NC(=C1)C(=O)NCC1=CC(=CC=C1)C(F)(F)F (S)-1-(5-methyl-2-((tetrahydrofuran-3-yl)amino)-pyrimidin-4-yl)-N-(3-(trifluoromethyl)benzyl)-1H-imidazole-4-carboxamide